phosphorus trihexyl-(tetradecyl) hydroxide C(CCCCC)C(CCCCCCCCCCCCCO)(CCCCCC)CCCCCC.[P]